2-(6'-bromo-1'-oxo-1'H-spiro[cyclopropane-1,4'-isoquinolin]-2'(3'H)-yl)-N-(3-(trifluoromethyl)-1H-pyrazolo[3,4-d]pyrimidin-6-yl)acetamide BrC=1C=C2C3(CN(C(C2=CC1)=O)CC(=O)NC1=NC=C2C(=N1)NN=C2C(F)(F)F)CC3